BrCCCC1=CNC2=CC=C(C=C12)C#N 3-(3-bromopropyl)-1H-indole-5-carbonitrile